2,2-bis(hydroxymethyl)pentanoic acid OCC(C(=O)O)(CCC)CO